(R,S)-3-hydroxy-1-methyl-3-(3-(thiazol-4-yl)phenyl)pyrrolidin-2-one O[C@@]1(C(N(CC1)C)=O)C1=CC(=CC=C1)C=1N=CSC1